C1(CC1)C1=NC(=CC(=C1)C1=NC(=C(C(=C1)N(C)CC1(CCC1)COC)[N+](=O)[O-])N)C(F)(F)F 2'-Cyclopropyl-N4-{[1-(methoxymethyl)cyclobutyl]methyl}-N4-methyl-5-nitro-6'-(trifluoromethyl)[2,4'-bipyridin]-4,6-diamine